C(N)(=O)C=1C=C(C(=C2C(=C(NC12)C)Cl)N1C[C@H](C[C@@H](C1)F)NC(OC(C)(C)C)=O)F tert-butyl ((3S,5S)-1-(7-carbamoyl-3-chloro-5-fluoro-2-methyl-1H-indol-4-yl)-5-fluoropiperidin-3-yl)carbamate